C1(CC1)C(=O)N1CCC(CC1)C1N(CCC2=CC=C(C=C12)OC1=CC=C(C=C1)C(F)(F)F)C(CCS(=O)(=O)C)=O 1-(1-(1-(cyclopropanecarbonyl)piperidin-4-yl)-7-(4-(trifluoromethyl)phenoxy)-3,4-dihydroisoquinolin-2(1H)-yl)-3-(methylsulfonyl)propan-1-one